The molecule is a dimethylbenzimidazole carrying methyl substituents at positions 5 and 6. It has a role as an Escherichia coli metabolite and a human metabolite. CC1=CC2=C(C=C1C)N=CN2